CC=1SC2=C(N1)C=CC(=C2)[C@@H]2[C@H](C2)C=2C=1N(N=C(C2)C=2C(NC(NC2)=O)=O)C=CN1 5-(8-((1S,2S)-2-(2-methylbenzo[d]thiazol-6-yl)cyclopropyl)imidazo[1,2-b]pyridazin-6-yl)pyrimidine-2,4(1H,3H)-dione